BrC=1C=CC2=C(C3C(O2)OC(=C3SC)C3=CC=CC=C3)C1 5-bromo-3-(methylsulfanyl)-2-phenyl-3a,8a-dihydrofuro[2,3-b]benzofuran